N-(4-(5-(tert-butyl)-7-oxo-4,7-dihydropyrazolo[1,5-a]pyrimidin-3-yl)phenyl)acetamide C(C)(C)(C)C=1NC=2N(C(C1)=O)N=CC2C2=CC=C(C=C2)NC(C)=O